Cl.C(\C=C\C(=O)OC)(=O)OCCN1CC2CCC(C1)O2 2-(8-oxa-3-azabicyclo[3.2.1]octan-3-yl)ethyl methyl fumarate hydrochloride